O1CCOC2=C1C=CC(=C2)C=2N=C1N(C=CC(=C1)N(C)CCF)C2 [2-(2,3-Dihydro-benzo[1,4]dioxin-6-yl)-imidazo[1,2-a]pyridin-7-yl]-(2-fluoro-ethyl)-methyl-amine